tert-Butyl 3-(5-aminopyridin-2-yl)-3,8-diazabicyclo[3.2.1]octane-8-carboxylate NC=1C=CC(=NC1)N1CC2CCC(C1)N2C(=O)OC(C)(C)C